cis-2-(3-(1-(4-fluoro-3-methylphenyl)-5-hydroxy-2-(tetrahydro-2H-pyran-4-yl)-1H-indol-3-yl)cyclohexyl)acetic acid FC1=C(C=C(C=C1)N1C(=C(C2=CC(=CC=C12)O)[C@H]1C[C@H](CCC1)CC(=O)O)C1CCOCC1)C